N-(3-(1,1-difluoroethyl)phenyl)-1-(4-methoxy-3-(pyrimidin-5-yl)phenyl)-3-methyl-5-oxo-4,5-dihydro-1H-pyrazole-4-carboxamide FC(C)(F)C=1C=C(C=CC1)NC(=O)C1C(=NN(C1=O)C1=CC(=C(C=C1)OC)C=1C=NC=NC1)C